C1N(CC2=CC=CC=C12)C=1N=C2N(C(C1)=O)C=C(C=C2N2CCN(C(CC2)=O)CC(=O)O)C 2-(4-(2-(isoindolin-2-yl)-7-methyl-4-oxo-4H-pyrido[1,2-a]pyrimidin-9-yl)-7-oxo-1,4-diazepan-1-yl)acetic acid